N1C(=CC=C1)C(=O)[O-].[Fe+3].N1C(=CC=C1)C(=O)[O-].N1C(=CC=C1)C(=O)[O-] ferric pyrrolate